1,1-dicyclopropyl-prop-2-yn-1-ol C1(CC1)C(C#C)(O)C1CC1